FC1=C(C=CC=C1F)[C@H](C1C2N(C(C=3N1N=CC(C3)=O)=O)CCC2)C2=CC=CC=C2 10-((R)-(2,3-Difluorophenyl)(phenyl)methyl)-3,5-dioxo-3,5,8,9,9a,10-hexahydro-7H-pyrrolo[1',2':4,5]pyrazino[1,2-b]pyridazin